(2-methoxyphenyl)-[2,4'-bithiazole]-2'-amine COC1=C(C=CC=C1)C=1N=C(SC1)C=1N=C(SC1)N